BrC1=C2C=CC=CC2=C(C2=CC=CC=C12)C1=CC=C(C#N)C=C1 4-(10-bromoanthracene-9-yl)benzonitrile